N'-(8-methylquinoxalin-6-yl)tert-butoxycarbohydrazide CC=1C=C(C=C2N=CC=NC12)N(NOC(C)(C)C)C(=O)NN